N-((5-chloro-6-(2-(thiazol-4-yl)ethyl)-1H-indol-2-yl)methyl)-1-methylcyclopropane-1-carboxamide ClC=1C=C2C=C(NC2=CC1CCC=1N=CSC1)CNC(=O)C1(CC1)C